CS(=O)(=O)[O-].C(CCCCCCCCCCC)[N+]1=C(C=CC=C1)C 1-Dodecyl-2-Methylpyridinium methansulfonat